C1(CCCC1)NC1(NC2=NC=C(N=C2C(N1)=O)NC)NC1CCN(CC1)S(=O)(=O)CC cyclopentyl-2-((1-(ethylsulfonyl)piperidin-4-yl)amino)-6-(methylamino)pterin